(6S)-4-(7-(8-ethyl-7-fluoro-3-(methoxymethoxy)naphthalen-1-yl)-6,8-difluoro-2-(((S,E)-4-(fluoromethylene)-1,3-dimethylpiperidin-3-yl)methoxy)quinazolin-4-yl)-6-methyl-1,4-oxazepan-6-ol C(C)C=1C(=CC=C2C=C(C=C(C12)C1=C(C=C2C(=NC(=NC2=C1F)OC[C@@]/1(CN(CC\C1=C/F)C)C)N1CCOC[C@](C1)(O)C)F)OCOC)F